6-bromo-2,4-dimethyl-1,2,4-triazine-3,5(2H,4H)-dione BrC=1C(N(C(N(N1)C)=O)C)=O